ClC=1C=C2C(=C3C1NC(NC31CCCCC1)=O)OC(=N2)CNCC(CO)(F)F 5-chloro-2-{[(2,2-difluoro-3-hydroxypropyl)amino]methyl}-7,8-dihydro-6H-spiro[[1,3]oxazolo[5,4-f]quinazoline-9,1'-cyclohexan]-7-one